N-cyanoacetyl-urethane C(#N)CC(=O)NC(=O)OCC